4-(2-(2-(trifluoromethyl)isonicotinyl)hydrazine-1-carbonyl)piperidine-1-carboxylic acid tert-butyl ester C(C)(C)(C)OC(=O)N1CCC(CC1)C(=O)NNCC1=CC(=NC=C1)C(F)(F)F